ethyl 2-(3-chloro-4-methylphenyl)-2-oxoacetate ClC=1C=C(C=CC1C)C(C(=O)OCC)=O